COC1=NN(C=C1N)C 3-methoxy-1-methyl-pyrazol-4-amine